C[C@@H]1OC2=C(CN(C1)C1=CC=CC=C1)C=CC(=C2)C(=O)OC Methyl (S)-2-methyl-4-phenyl-2,3,4,5-tetrahydrobenzo[f][1,4]oxazepine-8-carboxylate